Methyl (E)-3-(4,5,8,9-tetrahydro-1H-cycloocta[d]imidazol-2-yl)propanoate N1C(=NC2=C1CC/C=C/CC2)CCC(=O)OC